2-furanic acid hydrazide O1C(=CC=C1)C(=O)NN